3-fluoro-5-formyl-4-hydroxy-N-(2-(4-(pyrrolidin-1-yl)pyridin-2-yl)thiazol-5-yl)benzamide FC=1C=C(C(=O)NC2=CN=C(S2)C2=NC=CC(=C2)N2CCCC2)C=C(C1O)C=O